(4R,5R)-4-hydroxy-5-((R)-5H-imidazo[5,1-a]isoindol-5-yl)-4,5,6,7-tetrahydropyrazolo[1,5-a]pyridine-3-carbonitrile O[C@H]1C=2N(CC[C@@H]1[C@H]1N3C(C4=CC=CC=C14)=CN=C3)N=CC2C#N